4-(4-(3-Aminoazetidin-1-yl)-6-methylquinazolin-2-yl)-2,3,4,5-tetrahydrobenzo[f][1,4]thiazepine 1,1-dioxide NC1CN(C1)C1=NC(=NC2=CC=C(C=C12)C)N1CCS(C2=C(C1)C=CC=C2)(=O)=O